FC(C=1N=C(SC1C(=O)NC=1C=NN2C1N=CC=C2)C2CCC(CC2)C=O)F 4-(Difluoromethyl)-2-(4-formylcyclohexyl)-N-pyrazolo[1,5-a]pyrimidin-3-yl-thiazole-5-carboxamide